C(C1=CC=CC=C1)C1(C(N(CC1)S(=O)(=O)C)=O)C=1C=C2C=NN(C2=CC1C)C1=CC=C(C=C1)F 3-benzyl-3-(1-(4-fluorophenyl)-6-methyl-1H-indazol-5-yl)-1-(methylsulfonyl)pyrrolidin-2-one